CNC(=O)N1CC(CCC1)C(=O)NC N1,N3-dimethylpiperidine-1,3-dicarboxamide